(S)-N-(1-((3-ethoxypyridin-2-yl)oxy)-2-methylpropan-2-yl)-2-(1-methylpyrrolidin-2-yl)acetamide C(C)OC=1C(=NC=CC1)OCC(C)(C)NC(C[C@H]1N(CCC1)C)=O